(R)-10-butyl-3-fluoro-11-methyl-8-phenyl-8,9,10,11-tetrahydro-5H-benzo[3,4]chromeno[7,6-f][1,2,5]thiadiazepine-2-carboxylic acid 12,12-dioxide C(CCC)[C@H]1N(S(C2=C(N(C1)C1=CC=CC=C1)C=C1OCC3=C(C1=C2)C=C(C(=C3)F)C(=O)O)(=O)=O)C